CC(CS(=O)(=O)NC=1C=NC=CC1)C 2-methyl-N-(pyridin-3-yl)propane-1-sulfonamide